3-[3-(2,4-dimethyl-1,3-thiazol-5-yl)-5-fluoropyridin-2-yl]-3-methoxy-5,5-dimethyl-6-oxocyclohex-1-ene-1-carbonitrile CC=1SC(=C(N1)C)C=1C(=NC=C(C1)F)C1(C=C(C(C(C1)(C)C)=O)C#N)OC